FC(C1=C2C[C@H](NC2=CC=C1)C(=O)OC)(F)F methyl (S)-4-(trifluoromethyl)indoline-2-carboxylate